Cl.FC1=CC=C(C=CC2NCCC2)C=C1 2-(4-fluorostyryl)pyrrolidine hydrochloride